6-(4-bromo-2-cyclopropyl-6-fluorobenzyl)-6,7-dihydro-5H-pyrrolo[3,4-b]pyridin-5-one-7,7-d2 BrC1=CC(=C(CN2C(C3=NC=CC=C3C2=O)([2H])[2H])C(=C1)F)C1CC1